monooleic anhydride C(CCCCCCC\C=C/CCCCCCCC)(=O)OC(CCCCCCC\C=C/CCCCCCCC)=O